5-Farnesyl-3,4-dihydroxybenzoic acid C(C=C(C)CCC=C(C)CCC=C(C)C)C=1C(=C(C=C(C(=O)O)C1)O)O